C1(CC1)C1=CC(=NN1)C1(NC(=NC2=CC=CC=C12)NC1=CC=C(C=C1)CS(=O)(=O)C)N 4-(5-cyclopropyl-1H-pyrazol-3-yl)-N2-(4-((methylsulfonyl)methyl)phenyl)quinazoline-2,4-diamine